[N+](=O)([O-])[O-].[N+](=O)([O-])[O-].[N+](=O)([O-])[O-].[N+](=O)([O-])[O-].[N+](=O)([O-])[Pt+4]([N+](=O)[O-])[N+](=O)[O-] trinitroplatinum tetranitrate